ClC=1C=C(SC1)S1C[C@H](CN2C(N=C(C3=CC(=CC1=C23)C(F)(F)F)N2C[C@@H](N[C@@H](C2)C)C)=O)C2=CC=NC=C2 (S)-l-1-(4-chlorothiophen-2-yl)-8-((3S,5R)-3,5-dimethylpiperazin-1-yl)-3-(pyridin-4-yl)-10-(trifluoromethyl)-3,4-dihydro-2H,6H-[1,4]thiazepino[2,3,4-ij]quinazolin-6-one